(2S)-2-(9H-fluoren-9-yl-methoxycarbonyl-amino)butanoic acid C1=CC=CC=2C3=CC=CC=C3C(C12)N([C@H](C(=O)O)CC)C(=O)OC